O(O)N dioxyl-amine